potassium silicate Potassium Silicate [Si]([O-])([O-])(O)O.[K+].[Si](O)(O)(O)O.[K+]